2-(2,6-dioxopiperidin-3-yl)-5-fluoro-6-((14-hydroxy-3,6,9,12-tetraoxatetradecyl)amino)isoindoline-1,3-dione O=C1NC(CCC1N1C(C2=CC(=C(C=C2C1=O)F)NCCOCCOCCOCCOCCO)=O)=O